2-(2,6-dioxo-piperidine-3-yl)-4-iodo-isoindole-1,3-dione O=C1NC(CCC1N1C(C2=CC=CC(=C2C1=O)I)=O)=O